C1=CC(=O)C2=C(C=CC3=C4C=CC(=O)C5=C(C=CC(=C45)C1C32)O)O The molecule is a perylene that consists of dihydroxyperylene-3,9-dione bering hydroxy groups at positions 4 and 10. It is a member of perylenes and a diketone.